4-(5-cyclopropyl-1,2,4-oxadiazol-3-yl)-N-[(1R,6S)-2,2-difluoro-6-{(3S)-3-[methyl(propan-2-yl)amino]pyrrolidin-1-yl}cyclohexyl]-4-methylpiperidine-1-carboxamide C1(CC1)C1=NC(=NO1)C1(CCN(CC1)C(=O)N[C@H]1C(CCC[C@@H]1N1C[C@H](CC1)N(C(C)C)C)(F)F)C